COC=1C=C2NC=3CC(CC(C3C(C2=CC1)=O)=O)C=1SC=CN1 6-methoxy-3-(thiazol-2-yl)-3,4-dihydroacridine-1,9(2H,10H)-dione